C1(CC1)C1=CN(C2=NC=CC(=C21)OC2=CC(=C(C=C2)NC(OC(C)(C)C)=O)F)COCC[Si](C)(C)C tert-butyl (4-((3-cyclopropyl-1-((2-(trimethylsilyl)ethoxy)methyl)-1H-pyrrolo[2,3-b]pyridin-4-yl)oxy)-2-fluorophenyl)carbamate